2-bromo-5-benzyl-benzaldehyde BrC1=C(C=O)C=C(C=C1)CC1=CC=CC=C1